OC=1N=CC=C2C=C(C=NC12)Br 8-hydroxy-3-bromo-1,7-naphthyridine